C1(=C(C=CC=C1)CCNC(=O)[C@@H]1CN(CC[C@H]1NC(=O)C1=NOC(=C1)C1=C(C=C(C=C1)F)F)C1CCCCC1)C (3R,4R)-1-cyclohexyl-4-{[5-(2,4-difluoro-phenyl)-isoxazole-3-carbonyl]-amino}-piperidine-3-carboxylic acid (2-o-tolyl-ethyl)-amide